FC1(CCC(CC1)C1=NC=CC(=C1NC(=O)C1CC(C1)(F)F)C1=C(C=CC(=C1)F)F)F N-(2-(4,4-difluorocyclohexyl)-4-(2,5-difluorophenyl)pyridin-3-yl)-3,3-difluorocyclobutane-1-carboxamide